COC=1C=C(CNC(=O)[C@@H]2[C@@H](C2(C(C2=C(C=CC=C2)NC)=O)C)C(=O)NCC2=CC(=CC(=C2)OC)OC)C=C(C1)OC (1R,2S,3S)-N1,N2-bis(3,5-dimethoxybenzyl)-3-methyl-3-(2-(methylamino)benzoyl)cyclopropane-1,2-Dicarboxamide